C(C=C)(=O)OCCC[Si](OC)(OC)OC acryloyl-oxypropyl-tri-methoxysilane